5-{(3S)-5-fluoro-7-hydroxy-3-[(3-methylbut-2-en-1-yl)amino]-3,4-dihydro-2H-1-benzothiopyran-6-yl}-1λ6,2,5-thiadiazolidine-1,1,3-trione FC1=C(C(=CC2=C1C[C@@H](CS2)NCC=C(C)C)O)N2CC(NS2(=O)=O)=O